N-(4-fluoro-3-methyl-phenyl)-N,8-dimethyl-imidazo[1,2-a]pyrazine-6-carboxamide FC1=C(C=C(C=C1)N(C(=O)C=1N=C(C=2N(C1)C=CN2)C)C)C